3-bromo-5-(chloro(4-fluorophenyl)methyl)-1-methyl-1H-1,2,4-triazole BrC1=NN(C(=N1)C(C1=CC=C(C=C1)F)Cl)C